C(C)N1C(=O)N(C(=O)CC1=O)CC 1,3-diethylbarbituric acid